bis(2-methyl-8-quinolinolate) (2-phenylphenolate) C1(=CC=CC=C1)C1=C(C=CC=C1)[O-].CC1=NC2=C(C=CC=C2C=C1)[O-].CC1=NC2=C(C=CC=C2C=C1)[O-]